CC(C(=O)OCC(C(C(C)C)O)(C)C)C (3-hydroxy-2,2,4-trimethyl-pentyl) 2-methylpropanoate